Bis(3-triethoxysilylpropyl)tetrasulfid C(C)O[Si](CCCSSSSCCC[Si](OCC)(OCC)OCC)(OCC)OCC